methyl 2-bromo-1,3-benzothiazole-6-carboxylate BrC=1SC2=C(N1)C=CC(=C2)C(=O)OC